(E)-Ethyl 2-(((dimethylamino) methylene) amino)-1H-pyrrole-3-carboxylate CN(C)\C=N\C=1NC=CC1C(=O)OCC